(2S,4R)-N-[(S)-[5-(3,3-difluorocyclobutyl)-6-fluoropyridin-2-yl](phenyl)methyl]-1-[2-(3-ethyl-2,4-dioxo-1,2,3,4-tetrahydropyrimidin-1-yl)acetyl]-4-fluoropyrrolidine-2-carboxamide FC1(CC(C1)C=1C=CC(=NC1F)[C@@H](NC(=O)[C@H]1N(C[C@@H](C1)F)C(CN1C(N(C(C=C1)=O)CC)=O)=O)C1=CC=CC=C1)F